BrC=1C=C2C3=CC=C4C(=C3NC2=CC1)NC=C4 7-Bromo-1,10-dihydropyrrolo[2,3-a]carbazole